FC1(CCC(CC1)N(C(OC(C)(C)C)=O)C1=NC(=NC(=C1)N1CCOCC1)C=1SC=C(N1)C(F)F)F tert-butyl (4,4-difluorocyclohexyl)(2-(4-(difluoromethyl)thiazol-2-yl)-6-morpholinopyrimidin-4-yl)carbamate